ClC=1N=C(SC1)C=1N=NN(C1)[C@@H]1[C@H]([C@@H](SC=2C(=NC=C(C2)Br)C#N)O[C@@H]([C@@H]1O)CO)OCC 5-bromo-2-cyanopyridin-3-yl 3-[4-(4-chlorothiazol-2-yl)-1H-1,2,3-triazol-1-yl]-3-deoxy-2-O-ethyl-1-thio-alpha-D-galactopyranoside